N-allyl-N-(dimethylsulfamoyl)-6-(1,3-dioxolan-2-yl)-1H-indol-7-amine C(C=C)N(C=1C(=CC=C2C=CNC12)C1OCCO1)S(N(C)C)(=O)=O